C(C(=O)C[C@@H](O)[C@@H](O)[C@H](O)[C@H](O)CO)(=O)O Keto-3-deoxy-D-manno-octulosonic Acid